4-[(7-chloro-1,6-naphthyridin-2-yl)(cyanomethyl)amino]piperidine-1-carboxylic acid benzyl ester C(C1=CC=CC=C1)OC(=O)N1CCC(CC1)N(CC#N)C1=NC2=CC(=NC=C2C=C1)Cl